1-({3,4-difluoro-2-[(2-fluoro-4-iodophenyl)amino]phenyl}carbonyl)-N-(2-hydroxyethyl)azetidin-3-carboxamide FC=1C(=C(C=CC1F)C(=O)N1CC(C1)C(=O)NCCO)NC1=C(C=C(C=C1)I)F